FC=1C=CC(=C(C1)CC(=O)O)NC(C1=CC(=C(C=C1)N1CCCCC1)NC(=O)C1=NN(C2=CC=CC=C12)C(C)C1CCOCC1)=O 2-(5-fluoro-2-(4-(piperidin-1-yl)-3-(1-(1-(tetrahydro-2H-pyran-4-yl)ethyl)-1H-indazole-3-carboxamido)benzamido)phenyl)acetic acid